[Br-].C(C)(C)(C)OC(=O)N(CCNCCCCCC[P+](C1=CC=CC=C1)(C1=CC=CC=C1)C1=CC=CC=C1)C (6-((2-((tert-butoxycarbonyl)(methyl)amino)ethyl)amino)hexyl)triphenylphosphonium bromide